methyl 8-(2,4-dichlorophenyl)-9-(2,3-difluoro-4-((1-(3-fluoropropyl)azetidin-3-ylidene)methyl)phenyl)-6,7-dihydro-5H-benzo[7]annulene-3-carboxylate ClC1=C(C=CC(=C1)Cl)C=1CCCC2=C(C1C1=C(C(=C(C=C1)C=C1CN(C1)CCCF)F)F)C=CC(=C2)C(=O)OC